ONC(C1=CC(=CC=C1)C)=N N-hydroxy-3-methyl-benzamidine